(3-hydroxy-3-methylbutyl)-2-(1-isopropyl-4-oxo-benzo[4,5]thieno[2,3-d]pyridazin-3(4H)-yl)acetamide OC(CCC(C(=O)N)N1N=C(C2=C(C1=O)SC1=C2C=CC=C1)C(C)C)(C)C